phenylpropyl-prolyl-arginine C1(=CC=CC=C1)CCCN1[C@@H](CCC1)C(=O)N[C@@H](CCCNC(N)=N)C(=O)O